1,5-divinyl-1,1,5,5-tetramethoxy-3-cyclohexyl-3-methyltrisiloxane C(=C)[Si](O[Si](O[Si](OC)(OC)C=C)(C)C1CCCCC1)(OC)OC